O\C(=C/C(C)=O)\C=C\C1=CC=C(C=C1)O (3z,5e)-4-hydroxy-6-(4-hydroxyphenyl)hexa-3,5-dien-2-one